ClC1=CC(=C(C=C1)NC(=O)C1CCOCC1)C(N[C@H](C(C(=O)NC1CC1)=O)C[C@H]1C(N[C@@H](C1)C)=O)=O N-[4-chloro-2-[[(1S)-3-(cyclopropylamino)-1-[[(3S,5R)-5-methyl-2-oxo-pyrrolidin-3-yl]methyl]-2,3-dioxo-propyl]carbamoyl]phenyl]tetrahydropyran-4-carboxamide